[N+](#[C-])CC1OCCOC1 2-(isocyanomethyl)-1,4-dioxane